4,8,12-trimethyl-1,3,7,11-TRIDECATETRAENE CC(=CC=C)CCC=C(CCC=C(C)C)C